C(C1=CC=CC=C1)OC(=O)[C@H]1[C@H](CCC1)N benzyl-(1R,2S)-2-aminocyclopentancarboxylat